C1(CC1)COC=1C=C(C(=O)NC2=C(C=NC=C2Cl)Cl)C=CC1OCCCCCCCN1CCC(CC1)C1=C2CN(C(C2=CC(=C1)F)=O)C1C(NC(CC1)=O)=O 3-(Cyclopropylmethoxy)-N-(3,5-dichloropyridin-4-yl)-4-((7-(4-(2-(2,6-dioxopiperidin-3-yl)-6-fluoro-1-oxoisoindolin-4-yl)piperidin-1-yl)heptyl)oxy)benzamide